1-(4-methylpyrimidin-2-yl)-5-(trifluoromethyl)-1H-pyrazole-4-carboxylic acid CC1=NC(=NC=C1)N1N=CC(=C1C(F)(F)F)C(=O)O